The molecule is a monocarboxylic acid anion resulting from the deprotonation of the carboxy group of (Z)-2-methylureidoacrylic acid. The major species at pH 7.3. It derives from an acrylate. It is a conjugate base of a (Z)-2-methylureidoacrylic acid. C/C(=C/NC(=O)N)/C(=O)[O-]